N1=C(C=C2N1C=CC=C2)[C@H]2N(CCC1=C2N=CN1)C=1OC(=NN1)C1=NC=CC=C1 (S)-2-(4-(pyrazolo[1,5-a]pyridin-2-yl)-6,7-dihydro-1H-imidazo[4,5-c]pyridin-5(4H)-yl)-5-(pyridin-2-yl)-1,3,4-oxadiazole